1-methyl-1H-pyrazolo[3,4-b]pyridine-4-carboxylic acid CN1N=CC2=C1N=CC=C2C(=O)O